(4-((3-(7-(((3S,4R)-3-fluoro-1-methylpiperidin-4-yl)amino)-3-(2,2,2-trifluoroethyl)benzo[b]thiophen-2-yl)prop-2-yn-1-yl)amino)-3-(methylsulfonyl)phenyl)dimethylphosphine oxide F[C@H]1CN(CC[C@H]1NC1=CC=CC2=C1SC(=C2CC(F)(F)F)C#CCNC2=C(C=C(C=C2)P(C)(C)=O)S(=O)(=O)C)C